(S)-7-((3-amino-5-chloro-2-oxopyrazin-1(2H)-yl)methyl)-4-(cyclopropylethynyl)-4-(trifluoromethyl)-3,4-dihydroquinazolin-2(1H)-one NC=1C(N(C=C(N1)Cl)CC1=CC=C2[C@](NC(NC2=C1)=O)(C(F)(F)F)C#CC1CC1)=O